ClC1=NC(=NC(=C1C)N1CCC(CC1)OC1=CC=C(C=C1)OC)C1CC1 4-chloro-2-cyclopropyl-6-(4-(4-methoxyphenoxy)piperidin-1-yl)-5-methylpyrimidine